NC1=C(OC2=CC=C(C=C2)N2N=CN(C2=O)CC2=C(C=CC=C2F)F)C=CC=C1 2-(4-(2-Aminophenoxy)phenyl)-4-(2,6-difluorobenzyl)-2,4-dihydro-3H-1,2,4-triazol-3-one